C(C1=CC=CC=C1)(=O)OC[C@H]1CC[C@](O1)(N1C(N=C(C=C1)N1N=CN=C1)=O)C#N (2r,3r,4r,5r)-5-((benzoyloxy)methyl)-2-cyano-2-(2-oxo-4-(1H-1,2,4-triazol-1-yl)pyrimidin-1(2H)-yl)tetrahydrofuran